C(C)N1C2=CC=C(C=C2C=2C=C(C=CC12)C(C)=O)CC1=C(C=CC=C1)C 1-[9-Ethyl-6-(2-methylbenzyl)-9H-carbazol-3-yl]ethanone